C[C@@H]1C(OB(OC(CN1C)=O)[C@H](CC(C)C)NC([C@H]([C@@H](C)O)NC(C1=NC(=CC=C1)C1=CC=CC=C1)=O)=O)=O N-((2S,3R)-1-(((R)-1-((R)-5,6-dimethyl-4,8-dioxo-1,3,6,2-dioxazaborocan-2-yl)-3-methylbutyl)amino)-3-hydroxy-1-oxobutan-2-yl)-6-phenylpicolinamide